4,4'-bis(2,2-difluorovinyl)-1,1'-biphenyl FC(=CC1=CC=C(C=C1)C1=CC=C(C=C1)C=C(F)F)F